4-(5-chloro-2-(1-((3-methoxy-5-(1H-1,2,4-triazol-1-yl) phenyl) amino)-2-oxo-2-(6-(trifluoromethoxy) indolin-1-yl) ethyl) phenoxy)-2,2-dimethylbutanoate ClC=1C=CC(=C(OCCC(C(=O)[O-])(C)C)C1)C(C(N1CCC2=CC=C(C=C12)OC(F)(F)F)=O)NC1=CC(=CC(=C1)N1N=CN=C1)OC